1-fluoro-2-nitro-benzene FC1=C(C=CC=C1)[N+](=O)[O-]